ClC1=C(N=C(NC1=O)C1=CC(=NC=C1)F)N1[C@@H](CCC1)C(=O)N (2S)-1-[5-chloro-2-(2-fluoro-4-pyridinyl)-6-oxo-1H-pyrimidin-4-yl]pyrrolidine-2-carboxamide